N1N=NC(=C1)O (-)-(S,S)-triazolol